ClC1=C(C=CC=2N(C(=NC21)C2=C(C=NC=C2)F)C)[N+](=O)[O-] 4-chloro-2-(3-fluoropyridin-4-yl)-1-methyl-5-nitro-1,3-benzodiazole